(3R)-1-butyl-2,5-dioxo-3-((1R)-1-hydroxy-1-cyclohexylmethyl)-9-(4-(4-carboxy-2-ethoxyphenoxy)phenylmethyl)-1,4,9-triazaspiro[5.5]undecane C(CCC)N1C([C@H](NC(C12CCN(CC2)CC2=CC=C(C=C2)OC2=C(C=C(C=C2)C(=O)O)OCC)=O)[C@@H](C2CCCCC2)O)=O